8-(6-Fluoro-3-(4-(methylsulfonyl)piperazine-1-carbonyl)quinolin-4-yl)-2-oxa-8-azaspiro[4.5]decan-1-one FC=1C=C2C(=C(C=NC2=CC1)C(=O)N1CCN(CC1)S(=O)(=O)C)N1CCC2(CCOC2=O)CC1